benzyl (2S)-2-{8-amino-1-bromoimidazo[1,5-a]pyrazin-3-yl}pyrrolidine-1-carboxylate NC=1C=2N(C=CN1)C(=NC2Br)[C@H]2N(CCC2)C(=O)OCC2=CC=CC=C2